N-methyl-N-(quinoxalin-2-yl)hydrazine Mercury ((o-carboxyphenyl)thio)ethyl-sodium salt C(=O)([O-])C1=C(C=CC=C1)SCC[Na].[Hg+].CN(N)C1=NC2=CC=CC=C2N=C1